FC(S(=O)(=O)OC1N(CC=CC1)C(=O)[O-])(F)F (trifluoromethanesulfonyloxy)-3,6-dihydro-2H-pyridine-1-carboxylate